CCCCCCCCCCCCCCCCCCCCCCCCCCC n-heptaeicosane